N(=C=O)CCCCCCN1C(N(C1=O)CCCCCCN=C=O)=O 1,3-bis(6-isocyanatohexyl)-1,3-diazacyclobutane-2,4-dione